COCC(=O)C1=CC=CC=C1 2-METHOXYACETOPHENONE